CC1=CC(=NN1C=1C=CC(=NC1)CO)C(F)(F)F {5-[5-methyl-3-(trifluoromethyl)-1H-pyrazol-1-yl]pyridin-2-yl}methanol